OC=C(C(=O)N)CC Hydroxy-ethyl-acrylamide